FC1=CC=C(OC[C@H]2N(C3CC([C@@H]2C)C3)C(=O)C3=NC(=CC=C3N3N=CC=N3)C)C=C1 (3S,4S)-3-[(4-fluorophenoxy)methyl]-4-methyl-2-[6-methyl-3-(2H-1,2,3-triazol-2-yl)pyridine-2-carbonyl]-2-azabicyclo[3.1.1]heptane